N=1N(N=C2C1C=CC=C2)C2=C(C=CC(=C2)C(C)(C)C)O 2-(2H-benzotriazol-2-yl)-4-(1,1-dimethylethyl)-phenol